methyl 5-((2-(4-(2-((tert-Butoxycarbonyl)((2-chloro-[1,1'-biphenyl]-4-yl)methyl)amino)ethyl)-1H-1,2,3-triazol-1-yl)ethyl)amino)benzo[c][2,6]naphthyridine-8-carboxylate C(C)(C)(C)OC(=O)N(CCC=1N=NN(C1)CCNC1=NC2=C(C3=CN=CC=C13)C=CC(=C2)C(=O)OC)CC2=CC(=C(C=C2)C2=CC=CC=C2)Cl